1-(3-(tert-butyl)-1-(4-fluorophenyl)-1H-pyrazol-5-yl)-3-(5-(4,4,5,5-tetramethyl-1,3,2-dioxaborolan-2-yl)pyridin-2-yl)urea C(C)(C)(C)C1=NN(C(=C1)NC(=O)NC1=NC=C(C=C1)B1OC(C(O1)(C)C)(C)C)C1=CC=C(C=C1)F